BrCC(=O)C=1C=CC(=C(C(=O)N)C1)O 5-bromoacetyl-2-hydroxybenzoamide